8-((2s,5r)-2,5-dimethyl-4-(1-(3,4,5-trifluorophenyl)ethyl)piperazin-1-yl)-5-methyl-6-oxo-5,6-dihydro-1,5-naphthyridine-2-carbonitrile C[C@@H]1N(C[C@H](N(C1)C(C)C1=CC(=C(C(=C1)F)F)F)C)C1=CC(N(C=2C=CC(=NC12)C#N)C)=O